FC1=CC(=C(C=C1)N1CN(C(C2=C(C=CC=C12)OC)=O)C1=C(NC(C=C1)=O)C)C(C)C 1-(4-fluoro-2-isopropylphenyl)-5-methoxy-3-(2-methyl-6-oxo-1,6-dihydropyridin-3-yl)-2,3-dihydroquinazolin-4(1H)-one